4-((6-(4-(3,4-dihydroisoquinolin-2(1H)-yl)-3-hydroxypiperidine-1-carbonyl)-2-phenylpyrimidin-4-yl)amino)piperidin-1-ylethanone C1N(CCC2=CC=CC=C12)C1C(CN(CC1)C(=O)C1=CC(=NC(=N1)C1=CC=CC=C1)NC1CCN(CC1)C(C)=O)O